10-(Cyclohexylmethyl)-7-ethoxy-N-(4-(ethylsulfonyl)benzyl)-phenothiazine-2-carboxamide C1(CCCCC1)CN1C2=CC=C(C=C2SC=2C=CC(=CC12)C(=O)NCC1=CC=C(C=C1)S(=O)(=O)CC)OCC